Octane sodium [Na].CCCCCCCC